O[C@@]1(C2(C(=C3C(=C(C=C3C1=O)CO)C)C)CC2)C (R)-6'-hydroxy-2'-(hydroxymethyl)-3',4',6'-trimethylspiro[cyclopropane-1,5'-inden]-7'(6'H)-one